N-((1r,4r)-4-acetaminocyclohexyl)-8-(isopropylamino)-2-(pyridin-4-yl)imidazo[1,2-b]pyridazine-7-carboxamide N(C(=O)C)C1CCC(CC1)NC(=O)C1=C(C=2N(N=C1)C=C(N2)C2=CC=NC=C2)NC(C)C